The molecule is a fatty acid-taurine conjugate derived from nervonic acid. It derives from a (15Z)-tetracosenoic acid. It is a conjugate acid of a N-nervonoyltaurine(1-). CCCCCCCC/C=C\\CCCCCCCCCCCCCC(=O)NCCS(=O)(=O)O